CN(C1CCC2=CC(=CC=C12)B(O)O)C (1-(dimethylamino)-2,3-dihydro-1H-inden-5-yl)boronic acid